5-[(2-methoxypyridin-3-yl)methoxy]-2-methyl-1-benzothiophene-3-carboxamide COC1=NC=CC=C1COC=1C=CC2=C(C(=C(S2)C)C(=O)N)C1